N=1C=NN2C1C=C(C=C2)C=2C=CC(=C(C2)NC2=NC=NC1=CC(=C(C=C21)OC2CN(C2)C(C=C)=O)OC)OC 1-(3-((4-((5-([1,2,4]triazolo[1,5-a]pyridin-7-yl)-2-methoxyphenyl)amino)-7-methoxy-quinazolin-6-yl)oxy)azetidin-1-yl)prop-2-en-1-one